OC(CCCC(=CCCC(C(=O)O)C)C)(C#C)C 10-hydroxy-2,6,10-trimethyldodec-5-en-11-ynoic acid